CN1C(C=C(C=C1)C=1C=CC=2N(C1)C=C(N2)C(=O)N)=O 6-(1-methyl-2-oxo-1,2-dihydropyridin-4-yl)imidazo[1,2-a]pyridine-2-carboxamide